5-[4-(3-carbonyl-benzyl)-piperazin-1-yl]-4-chloro-benzofuran-2-carboxylic acid C(=O)=C1CC(CN2CCN(CC2)C=2C=CC3=C(C=C(O3)C(=O)O)C2Cl)=CC=C1